FC(C(=O)N1CCC(CC1)=O)=C 1-(2-fluoroacryloyl)piperidin-4-one